2-amino-7-butyl-9-((2r,3s,4r,5r)-4-fluoro-3-hydroxy-5-((S)-1-hydroxypropyl)tetrahydrofuran-2-yl)-7,9-dihydro-8H-purin-8-one NC1=NC=C2N(C(N(C2=N1)[C@@H]1O[C@@H]([C@@H]([C@H]1O)F)[C@H](CC)O)=O)CCCC